1,3-dimethyl-1H-pyrazole-5-boronic acid pinacol ester CN1N=C(C=C1B1OC(C)(C)C(C)(C)O1)C